C(C)C1C2=C(C(NC1)=O)C=C(N2)C2=C(C(=NC=C2)O)F 7-ethyl-2-(3-fluoro-2-hydroxypyridin-4-yl)-1,5,6,7-tetrahydro-4H-pyrrolo[3,2-c]pyridin-4-one